C1(CCC1)C(\C(=C/C(=O)OCC)\C1=CC(=CC(=C1)F)F)=O (Z)-ethyl 4-cyclobutyl-3-(3,5-difluorophenyl)-4-oxobut-2-enoate